4-methylpiperazine-1-carboxylic acid [(2s,3s,4E,6r,7s,10r)-2-[(E)-1-(3,5-difluorophenyl) prop-1-en-2-yl]-10-hydroxy-3,7-dimethyl-12-oxo-1-oxocyclododec-4-en-6-yl] ester FC=1C=C(C=C(C1)F)\C=C(/C)\[C@H]1C(C(C[C@@H](CC[C@@H]([C@H](/C=C/[C@@H]1C)OC(=O)N1CCN(CC1)C)C)O)=O)=O